(E)-N-(2-(4-chloro-1-isopropyl-1H-pyrazol-5-yl)-6,7-dihydropyrazolo[1,5-a]pyridin-4(5H)-ylidene)-2-methylpropane-2-sulfinamide ClC=1C=NN(C1C1=NN2C(\C(\CCC2)=N\S(=O)C(C)(C)C)=C1)C(C)C